1-(Cyclobutylmethyl)-N4-((S)-(4,4-difluorocyclohexyl)(5-((R)-1-(4,4,4-trifluorobutanamido)ethyl)-1H-benzo[d]imidazol-2-yl)methyl)-1H-pyrazole-3,4-dicarboxamide C1(CCC1)CN1N=C(C(=C1)C(=O)N[C@H](C1=NC2=C(N1)C=CC(=C2)[C@@H](C)NC(CCC(F)(F)F)=O)C2CCC(CC2)(F)F)C(=O)N